2-[(4-piperidyl)benzyl]-6-acetyl-8-cyclopentyl-5-methylpyridino[2,3-d]pyrimidin-7(8H)-one N1CCC(CC1)C(C1=CC=CC=C1)C=1N=CC2=C(N1)N(C(C(=C2C)C(C)=O)=O)C2CCCC2